2-(3-iodopyrazolo[1,5-a]pyrimidin-6-yl)-2-methyl-propanenitrile IC=1C=NN2C1N=CC(=C2)C(C#N)(C)C